C(C)OC1=CC=C(C=C1)C1=NNC(=C1O)C 3-(4-Ethoxyphenyl)-5-methyl-pyrazol-4-ol